methyl-6-nitroisatoic acid anhydride CN1C=2C(C(=O)OC1=O)=C(C=CC2)[N+](=O)[O-]